(rac)-(2s,4s)-2-(1-(4-phenoxyphenyl)-3-azabicyclo[3.1.0]hexane-3-carbonyl)-7-oxa-5-azaspiro[3.4]octan-6-one O(C1=CC=CC=C1)C1=CC=C(C=C1)C12CN(CC2C1)C(=O)C1CC2(C1)NC(OC2)=O